ClC(C(C(=O)OOC(C(C(C(F)(F)F)(Cl)F)(F)F)=O)(F)F)(C(F)(F)F)F chloro-hexafluorobutanoylperoxide